1-(4-phenylphenyl)pyrrolidine C1(=CC=CC=C1)C1=CC=C(C=C1)N1CCCC1